3-Chloro-6-(2-methoxy-4-(trifluoromethyl)phenyl)-4-methylpyridazine ClC=1N=NC(=CC1C)C1=C(C=C(C=C1)C(F)(F)F)OC